BrC1=NNC(=N1)C(CCCO)OC1=CC(=CC(=C1)Cl)Cl 4-(3-bromo-1H-1,2,4-triazol-5-yl)-4-(3,5-dichlorophenoxy)butan-1-ol